C(C)OC(C(=CC=CC1=CC=C(C=C1)OC)[N+]#[C-])=O 2-isocyano-5-(4-methoxyphenyl)penta-2,4-dienoic acid ethyl ester